O1CCN(CC1)C=1C2=C(N=CN1)NC(=C2)C2=CC=C(C=C2)NC=2C=NC(=NC2)N2C[C@H](CC2)NC(C=C)=O (S)-N-(1-(5-((4-(4-morpholino-7H-pyrrolo[2,3-d]pyrimidin-6-yl)phenyl)amino)pyrimidin-2-yl)pyrrolidin-3-yl)acrylamide